CCC(C)CC(=O)O 3-butylacetic acid